1H-pyrrolo[2,3-b]pyridine-2,3-dione N1C(C(C=2C1=NC=CC2)=O)=O